2,2-diphenyl-acetamide C1(=CC=CC=C1)C(C(=O)N)C1=CC=CC=C1